C(C)OC(=O)C=1N=C(NC1)C=1N(C=NC1C1=CC=C(C=C1)F)C(C)C 5'-(4-fluorophenyl)-3'-isopropyl-1H,3'H-[2,4'-biimidazole]-4-carboxylic acid ethyl ester